3-((5-(5-(difluoromethyl)-1,3,4-oxadiazole-2-yl)pyridine-2-yl)methyl)-6-(3-fluorophenyl)-1-methylquinazoline-2,4(1H,3H)-dione FC(C1=NN=C(O1)C=1C=CC(=NC1)CN1C(N(C2=CC=C(C=C2C1=O)C1=CC(=CC=C1)F)C)=O)F